ClC1=CC(=NC=N1)NC1=NC=CC=C1C 6-chloro-N-(3-methylpyridin-2-yl)pyrimidin-4-amine